5-bromo-4-methyl-2,3-dihydro-1H-inden-1-one oxime BrC=1C(=C2CCC(C2=CC1)=NO)C